O1C(OCCC1)C1=CC=C(O1)C=O 5-(1,3-dioxane-2-yl)furan-2-formaldehyde